3'-trifluoromethyl-propiophenone FC(C=1C=C(C=CC1)C(CC)=O)(F)F